COC(=O)C1=CC(=C2C(=N1)SC=C2)Cl 4-Chlorothieno[2,3-b]pyridine-6-carboxylic acid methyl ester